FC1=C(C(=O)OCC)C(=CC=C1)C1=NC=NC=C1 ethyl 2-fluoro-6-(pyrimidin-4-yl)benzoate